3-(5-(difluoromethyl)-1,3,4-thiadiazol-2-yl)-8-(4-isobutyrylpiperazin-1-yl)-N-(1-((trifluoromethoxy)methyl)cyclopropyl)imidazo[1,5-a]pyridine-6-sulfonamide FC(C1=NN=C(S1)C1=NC=C2N1C=C(C=C2N2CCN(CC2)C(C(C)C)=O)S(=O)(=O)NC2(CC2)COC(F)(F)F)F